ClC1=C(C=CC=C1)C1=NN2C(N=C(C=C2C2=CC=C(C=C2)C(F)(F)F)N2[C@@H](CCC2)CO)=C1C1=CC=C(C=C1)Cl [(2S)-1-[2-(2-chlorophenyl)-3-(4-chlorophenyl)-7-[4-(trifluoromethyl)phenyl]pyrazolo[1,5-a]pyrimidin-5-yl]pyrrolidin-2-yl]methanol